benzoic acid [4-pentyliminobutyl]benzoate C(CCCC)N=CCCCOC(C1=CC=CC=C1)=O.C(C1=CC=CC=C1)(=O)O